CN1CC(CC1C)C=1SC2=C(N1)C=C(C=C2)C2=NC[C@H](CC2)C 2-(1,5-dimethylpyrrolidin-3-yl)-5-((S)-5-methyl-3,4,5,6-tetrahydropyridin-2-yl)benzo[d]thiazole